O=C(CC(=O)SCCNC(CCNC([C@@H](C(COP(OP(OC[C@@H]1[C@H]([C@H]([C@@H](O1)N1C=NC=2C(N)=NC=NC12)O)OP(=O)(O)O)(=O)O)(=O)O)(C)C)O)=O)=O)CCC 3-ketohexanoyl-coenzyme A